C1(=CC=CC=C1)OC([C@@H](NC(=O)OC1=CC=CC=C1)CCCCNC(=O)OC1=CC=CC=C1)=O N,N'-Bis(phenoxycarbonyl)lysine phenyl ester